tert-butyl (2-(4-((3-(3-(benzyloxy)-4-methoxyphenyl)-2-oxotetrahydropyrimidin-1(2H)-yl)methyl)-3-methoxyphenyl)allyl)carbamate C(C1=CC=CC=C1)OC=1C=C(C=CC1OC)N1C(N(CCC1)CC1=C(C=C(C=C1)C(CNC(OC(C)(C)C)=O)=C)OC)=O